Cl.CN1C(=NC2=C1C=C(C=C2C)C2=CC=C(C=C2)OC2CCNCC2)C2=CC=C(C=C2)S(=O)(=O)C 1,4-dimethyl-2-(4-(methyl-sulfonyl)phenyl)-6-(4-(piperidin-4-yloxy)phenyl)-1H-benzo[d]imidazole hydrochloride